FC1(CCCC12CCNCC2)F difluoro-8-azaspiro[4.5]decan